N-[(2S,3R,4S)-2-[(2,2'-difluoro-5'-methyl-[1,1'-biphenyl]-3-yl)methyl]-4-fluoro-1-(oxetane-2-carbonyl)pyrrolidin-3-yl]ethanesulfonamide FC1=C(C=CC=C1C[C@@H]1N(C[C@@H]([C@@H]1NS(=O)(=O)CC)F)C(=O)C1OCC1)C1=C(C=CC(=C1)C)F